tert-Butyl 4-((7-methyl-4-oxo-3,4-dihydroquinazolin-6-yl)oxy)piperidine-1-carboxylate CC1=C(C=C2C(NC=NC2=C1)=O)OC1CCN(CC1)C(=O)OC(C)(C)C